(E)-3-[2-butyl-1-[2-(diethylamino)ethyl]benzimidazol-5-yl]-N-hydroxyprop-2-enamide C(CCC)C1=NC2=C(N1CCN(CC)CC)C=CC(=C2)/C=C/C(=O)NO